COC(C1=CC=C(C=C1)C1(CC1)O[Si](C)(C)C(C)(C)C)=O 4-(1-((tert-Butyldimethylsilyl)oxy)cyclopropyl)benzoic acid methyl ester